C1(CC1)C=1C=C(OC=2N=NNC2C(=O)O)C=CC1 4-(3-cyclopropylphenoxy)-1H-1,2,3-triazole-5-carboxylic acid